(3S)-N-{1-[2-cyano-4-(trifluoromethyl)phenyl]-4-{2'-ethoxy-[2,3'-bipyridine]-5-yl}piperidin-4-yl}-3-(methylamino)pyrrolidine-1-carboxamide C(#N)C1=C(C=CC(=C1)C(F)(F)F)N1CCC(CC1)(C=1C=CC(=NC1)C=1C(=NC=CC1)OCC)NC(=O)N1C[C@H](CC1)NC